3-(4-(2-(5-(hydroxymethyl)furan-2-yl)-6-(phenylsulfonyl)imidazo[4,5-d]pyrrolo[2,3-b]pyridin-1(6H)-yl)-1H-pyrazol-1-yl)propanenitrile OCC1=CC=C(O1)C1=NC=2C(=C3C(=NC2)N(C=C3)S(=O)(=O)C3=CC=CC=C3)N1C=1C=NN(C1)CCC#N